ethyl 4-((1r,4s)-4-(3-bromo-2-methylphenoxy)cyclohexyl)-2-methylbutanoate BrC=1C(=C(OC2CCC(CC2)CCC(C(=O)OCC)C)C=CC1)C